C(O[C@@]1(C(C(=C(C(=C1F)F)F)F)F)C1\C=C\CC[C@](CC1)(C(NCCOCCOC)=O)O)([O-])=O (1R,2E,6S)-6-Hydroxy-6-{[2-(2-methoxyethoxy)ethyl]carbamoyl}cyclooct-2-en-1-yl-2,3,4,5,6-pentafluorophenyl carbonate